ethyltrimethyl-amine acrylate C(C=C)(=O)O.C(C)CN(C)C